(1S,2S,5R)-2-((S)-1-hydroxypropyl)-3,8-Diazabicyclo[3.2.1]octane-8-carboxylic acid tert-butyl ester C(C)(C)(C)OC(=O)N1[C@@H]2[C@H](NC[C@H]1CC2)[C@H](CC)O